octandiamide C(CCCCCCC(=O)N)(=O)N